C(#N)C1=CC=C(CCN[C@H](C(=O)NC2=NC=C(C=C2)N2CCC(CC2)(C)OC)C2=CC=CC=C2)C=C1 |r| (S)- and (R)-2-((4-cyanophenethyl)amino)-N-(5-(4-methoxy-4-methylpiperidin-1-yl)pyridin-2-yl)-2-phenyl-acetamide